(1S,3S)-3-((4-(4-((((R)-1-(2-chlorophenyl)ethoxy)carbonyl)amino)-1-methyl-1H-pyrazol-3-yl)phenyl)carbamoyl)-2,2-difluorocyclopropane-1-carboxylic acid ClC1=C(C=CC=C1)[C@@H](C)OC(=O)NC=1C(=NN(C1)C)C1=CC=C(C=C1)NC(=O)[C@H]1C([C@@H]1C(=O)O)(F)F